CC1N(CCOC1)C1=CC=C(C=N1)C1=NN2C(N=CC=C2)=C1C(=O)OCC Ethyl 2-[6-(3-methylmorpholin-4-yl)pyridin-3-yl]pyrazolo[1,5-a]pyrimidine-3-carboxylate